C(CC)OCOCCCC(CC(CC(CC(CC(C)I)C)C)C)C 12-iodo-4,6,8,10-tetramethyltridecyl propyloxymethyl ether